3-[1-amino-2-[[4-(tert-butylamino)-1-methyl-pyrazolo[3,4-d]pyrimidin-6-yl]amino]ethyl]benzonitrile NC(CNC1=NC(=C2C(=N1)N(N=C2)C)NC(C)(C)C)C=2C=C(C#N)C=CC2